tert-butyl 4-(N-methylacrylamido)isoindoline-2-carboxylate CN(C(C=C)=O)C1=C2CN(CC2=CC=C1)C(=O)OC(C)(C)C